1,2,3,4-tetramethyl-1,2,3,4-cyclobutanetetracarboxylic acid CC1(C(C(C1(C(=O)O)C)(C(=O)O)C)(C(=O)O)C)C(=O)O